C(C)N(C(=O)N1C[C@@H](CC1)N1N=C(C=C1)NC=1SC(=CN1)C(=O)NC1=C(C(=CC=C1C)O)C)C 2-[[1-[(3R)-1-[Ethyl(methyl)carbamoyl]pyrrolidin-3-yl]pyrazol-3-yl]amino]-N-(3-hydroxy-2,6-dimethyl-phenyl)thiazole-5-carboxamide